ClC1=CC2=C(N(C(NC2=O)=O)C=2C(=NC=CC2C)C(C)C)N=C1C1=C(C=CC=C1)F 6-chloro-7-(2-fluorophenyl)-1-(2-isopropyl-4-methylpyridin-3-yl)pyrido[2,3-d]pyrimidine-2,4(1H,3H)-dione